C1=CCC1 CYCLOBUTENE